N-(nonafluorobutylsulfonyloxy)succinimide FC(C(C(S(=O)(=O)ON1C(CCC1=O)=O)(F)F)(F)F)(C(F)(F)F)F